C(#N)C1CC(C1)C1=NN(C2=C1C=NC(=C2)NC(=O)N)C2=NC(=CC(=C2)C)[C@]2(COCC2)OC (R)-1-(3-(3-Cyanocyclobutyl)-1-(6-(3-methoxytetrahydrofuran-3-yl)-4-methylpyridin-2-yl)-1H-pyrazolo[4,3-c]pyridin-6-yl)urea